ClC1=CN=CC(=N1)N1C[C@@H](OCC1)C(=O)OC methyl (R)-4-(6-chloropyrazin-2-yl)morpholine-2-carboxylate